C1(CCC1)N1C(=NC(=C1)C(F)(F)F)C1=CC=C(C=C1)CN1C2=NC(=NC=C2N(C1=N)CC(F)(F)F)C=1C(=NC=NC1OC)C1CC1 9-[[4-[1-cyclobutyl-4-(trifluoromethyl)imidazol-2-yl]phenyl]methyl]-2-(4-cyclopropyl-6-methoxy-pyrimidin-5-yl)-7-(2,2,2-trifluoroethyl)purin-8-imine